IC1=CC=C(C=C1)NS(=O)(=O)C=1C=CC2=C(C(=C(O2)C(=O)O)C)C1 5-(N-(4-iodophenyl)sulfamoyl)-3-methylbenzofuran-2-carboxylic acid